CC(C)(CCC[C@@H](C)[C@H]1CC[C@H]2/C(/CCC[C@]12C)=C/CN1N=NN=C1C1=CC=CC=C1)O (R)-2-Methyl-6-{(1R,3aS,7aR,E)-7a-methyl-4-[2-(5-phenyl-1H-tetrazol-1-yl)ethylidene]octahydro-1H-inden-1-yl}heptan-2-ol